4-[(1H-Benzimidazol-2-ylsulfanyl)methyl]-6-methyl-2H-chromen-2-one N1C(=NC2=C1C=CC=C2)SCC2=CC(OC1=CC=C(C=C21)C)=O